C1(CC1)N1CCN(CC1)C1=C(C=C(C=C1)NC(=O)C=1C(NC=CC1NC1=C(C2=C(OCCN2)N=C1)C)=O)F N-(4-(4-cyclopropylpiperazin-1-yl)-3-fluorophenyl)-4-((8-methyl-2,3-dihydro-1H-pyrido[2,3-b][1,4]oxazin-7-yl)amino)-2-oxo-1,2-dihydropyridine-3-carboxamide